3,5-dimethyl-benzo[d]isoxazole CC1=NOC2=C1C=C(C=C2)C